ClC=1N=CC2=C(N1)NC1=C2N=CC=C1 2-chloro-9H-pyrido[2',3':4,5]pyrrolo[2,3-d]pyrimidine